C(C)(C)N1C(=NN2C(C1=O)=NC=C2C=2N=CN(C2)C(C2=CC=CC=C2)(C2=CC=CC=C2)C2=CC=CC=C2)C=2C=NN(C2)C 3-Isopropyl-2-(1-methyl-1H-pyrazol-4-yl)-7-(1-trityl-1H-imidazol-4-yl)imidazo[2,1-f][1,2,4]triazin-4(3H)-one